[Cl-].C(C1=CC=CC=C1)[N+](CCCC)(C)C benzyl-dimethyl-butyl-ammonium chloride